2-((6-(difluoromethoxy)pyridin-3-yl)amino)-N-(4-(4-fluorophenyl)pyridin-3-yl)pyrimidine-4-carboxamide FC(OC1=CC=C(C=N1)NC1=NC=CC(=N1)C(=O)NC=1C=NC=CC1C1=CC=C(C=C1)F)F